FC=1C=C(C=CC1)C[C@@H](C(=O)N[C@@H](C[C@H]1C(NCCC1)=O)C(CO)=O)NC([C@@H](CC(C)C)O)=O (R)-N-((S)-3-(3-fluorophenyl)-1-(((S)-4-hydroxy-3-oxo-1-((S)-2-oxopiperidin-3-yl)butan-2-yl)amino)-1-oxopropan-2-yl)-2-hydroxy-4-methylpentanamide